N1N=NC(=C1)C1CN(C1)C(CCCC=1OC(=NN1)NC1CC2=CC(=C(C=C2C1)F)F)=O 1-(3-(1H-1,2,3-triazol-4-yl)azetidin-1-yl)-4-(5-((5,6-difluoro-2,3-dihydro-1H-inden-2-yl)amino)-1,3,4-oxadiazol-2-yl)butan-1-one